tert-Butyl 2-((((9H-fluoren-9-yl)methoxy) carbonyl)amino)-3-(4-(methyl((tetrahydro-2H-pyran-2-yl)oxy) carbamoyl)phenyl)propanoate C1=CC=CC=2C3=CC=CC=C3C(C12)COC(=O)NC(C(=O)OC(C)(C)C)CC1=CC=C(C=C1)C(N(OC1OCCCC1)C)=O